FC1(OC2=C(O1)C=CC(=C2)CNC)F 1-(2,2-difluorobenzo[d][1,3]dioxol-5-yl)-N-methylmethanamine